CCCC(CC)ON(C1=CC=CC=C1)C1=CC=CC=C1 N-4-hexyloxydiphenylamine